C(C)(C)(C)OC(=O)N1CC2(C1)CCN(C2)CCO[Si](C)(C)C(C)(C)C 7-[2-[tert-butyl-(dimethyl)silyl]oxyethyl]-2,7-diazaspiro[3.4]octane-2-carboxylic acid tert-butyl ester